FC=1C=C(N2N=C(N=CC21)N[C@H]2[C@@H](COCC2)O)C=2SC(=NN2)C(F)(F)F (3S,4R)-4-((5-fluoro-7-(5-(trifluoromethyl)-1,3,4-thiadiazol-2-yl)pyrrolo[2,1-f][1,2,4]triazin-2-yl)amino)tetrahydro-2H-pyran-3-ol